C(C1=CC=CC=C1)C1=C(C=CC=C1)CC#N benzyl-benzeneacetonitrile